P(=O)([O-])([O-])O.NC(CO)(CO)CO.[Na+].[Na+] disodium tromethamine phosphate